3-((6-(3-Methylisoxazol-4-yl)-1-oxoisoquinolin-2(1H)-yl)methyl)-N-(tetrahydro-2H-pyran-4-yl)benzamide CC1=NOC=C1C=1C=C2C=CN(C(C2=CC1)=O)CC=1C=C(C(=O)NC2CCOCC2)C=CC1